4-((7-(2,6-difluorophenyl)-5,8-dimethyl-6-oxo-5,6,7,8-tetrahydropteridin-2-yl)amino)benzeneSulfonamide FC1=C(C(=CC=C1)F)C1C(N(C=2C=NC(=NC2N1C)NC1=CC=C(C=C1)S(=O)(=O)N)C)=O